C(C)(C)(C)C1=NC2=C(N1C(=O)C1=CC=C(C=C1)I)C=CC=C2 (2-(tert-Butyl)-1H-benzo[d]imidazol-1-yl)(4-iodophenyl)methanone